N,N,N',N'-tetraethyl-4,4'-diaminobenzophenone C(C)N(C1=CC=C(C(=O)C2=CC=C(C=C2)N(CC)CC)C=C1)CC